N[C@@H]1[C@H](OCCC1)C1=C(C2=NC(=CC(=C2S1)NCC=1SC=CC1)Cl)Cl 2-[(2s,3s)-3-aminotetrahydropyran-2-yl]-3,5-dichloro-N-(2-thienylmethyl)thieno[3,2-b]pyridin-7-amine